N-[2-(4-chlorophenyl)ethyl]-2-[1-[(4-methylphenyl)methyl]-5-oxopyrrolidin-2-yl]acetamid ClC1=CC=C(C=C1)CCNC(CC1N(C(CC1)=O)CC1=CC=C(C=C1)C)=O